2-chlorofuro[3,4-b]pyridin-5(7H)-one ClC1=CC=C2C(=N1)COC2=O